FC(C(=O)O)(F)F.FC1(C[C@@H](N(C1)C1CCNCC1)C(C)O)F 1-[(2R)-4,4-difluoro-1-(piperidin-4-yl)pyrrolidin-2-yl]ethanol trifluoroacetate salt